BrC1=CC(=CC(=C1)OCCCCCC)Br 1,3-dibromo-5-hexyloxybenzene